P(=S)(OCCCCCCCCCCC)(OCCCCCCCCCCC)OCCCCCCCCCCC tri(undecyl) thiophosphate